tert-butyl (S)-3-((4-bromophenoxy)methyl)pyrrolidine-1-carboxylate BrC1=CC=C(OC[C@@H]2CN(CC2)C(=O)OC(C)(C)C)C=C1